4-amino-N-[2-[2-[2-[2-[2-[2-(2-hydroxyethoxy)ethoxy]ethoxy]ethoxy]ethoxy]ethoxy]ethyl]benzenesulfonamide NC1=CC=C(C=C1)S(=O)(=O)NCCOCCOCCOCCOCCOCCOCCO